2-(2'-chloro-[1,1'-biphenyl]-2-yl)-N-((1-(1-methyl-4-(trifluoromethyl)-1H-imidazol-2-yl)piperidin-4-yl)methyl)pyrido[2,3-d]pyrimidin-4-amine ClC1=C(C=CC=C1)C1=C(C=CC=C1)C=1N=C(C2=C(N1)N=CC=C2)NCC2CCN(CC2)C=2N(C=C(N2)C(F)(F)F)C